C(C)(C)(C)[Si](C)(C)OC1=C(C=CC(=C1)C)F tert-butyl-(2-fluoro-5-methylphenoxy)dimethylsilane